CC1=C(C=CC(=C1)C)C=1C=CC(=NC1)C(=O)N[C@H](CC1CCN(CC1)C(CC=1C=C2C(=CC(NC2=CC1)=O)C)=O)C (S)-5-(2,4-dimethylphenyl)-N-(1-(1-(2-(4-methyl-2-oxo-1,2-dihydroquinolin-6-yl)acetyl)piperidin-4-yl)propan-2-yl)picolinamide